FC=1C=C(C=CC1F)NC(C)C1=CC(=CN2C1=NC(=CC2=O)N2CCOCC2)C(=O)O 9-(1-((3,4-difluorophenyl)amino)ethyl)-2-morpholino-4-oxo-4H-pyrido[1,2-a]pyrimidine-7-carboxylic acid